OC=1C=C(CCNC(C2=CC=CC=C2)=O)C=CC1O N-(3,4-dihydroxyphenethyl)benzamide